C(CCC)C1(CS(C2=C(N(C1)C1=CC=C(C=C1)NC(=O)C1CCCC1)C=C(C(=C2)O/C=C/C(=O)O)SC)(=O)=O)CC (E)-3-((3-butyl-5-(4-(cyclopentanecarboxamido)phenyl)-3-ethyl-7-(methylsulfanyl)-1,1-dioxido-2,3,4,5-tetrahydro-1,5-benzothiazepin-8-yl)oxy)acrylic acid